FC1(CCC(CC1)C1=NC=NC2=C1SC=1N=NC(=C(C12)C)C)F 8-(4,4-difluorocyclohexyl)-3,4-dimethylpyrimidino[4',5':4,5]thieno[2,3-c]pyridazine